3,4,5-Tri(dodecyloxy)benzoic acid methyl ester COC(C1=CC(=C(C(=C1)OCCCCCCCCCCCC)OCCCCCCCCCCCC)OCCCCCCCCCCCC)=O